CN(CCOC1=CC2=C(N=CN2)C=C1NC=1N=NC(=CC1)C)C dimethyl-[2-[[6-[(6-methylpyridazin-3-yl)amino]-3H-benzimidazol-5-yl]oxy]ethyl]amine